FC1=C(C#N)C=C(C(=C1)COC)C 2-fluoro-4-(methoxymethyl)-5-methylbenzonitrile